2-ethyl-1,3-dimethyl-4,5,6,7-tetrahydrobenzimidazolium C(C)C=1N(C2=C([N+]1C)CCCC2)C